OC[C@H](C)N1CCC(CC1)CC1CN(C1)C1=NOC(=C1)C(C(=O)O)C(C)C 2-[3-[3-[[1-[(1S)-2-hydroxy-1-methyl-ethyl]-4-piperidyl]methyl]azetidin-1-yl]isoxazol-5-yl]-3-methyl-butanoic acid